N1(CCCCCC1)C[C@@H](C)NC(C1=CC=C(C=C1)C1=NOC(=N1)C(F)(F)F)=O (R)-N-(1-(Azepan-1-yl)propan-2-yl)-4-(5-(trifluoromethyl)-1,2,4-oxadiazol-3-yl)benzamide